BrC1=NC(=NC(=C1)C)C 4-BROMO-2,6-DIMETHYLPYRIMIDINE